C(=O)(OC(C)(C)C)N1C[C@@H](CC1)O (R)-l-N-Boc-3-hydroxypyrrolidine